C1(CC2C(CC1)O2)COC(CCCCC(=O)OCC2CC1C(CC2)O1)=O bis(3,4-epoxy cyclohexylmethyl)adipate